N-(cyclobutylmethyl)-N-(2-azaspiro[3.3]heptan-6-yl)sulfamide C1(CCC1)CN(S(=O)(=O)N)C1CC2(CNC2)C1